FC1=C(C=CC(=C1)C1NC(CC1)=O)C=1N=C2SC3=C(N2C1)C=CC(=C3)C(=O)O 2-(2-fluoro-4-(5-oxopyrrolidin-2-yl)phenyl)benzo[d]imidazo[2,1-b]thiazole-7-carboxylic acid